(E)-6-(4-(cyclopentyloxy)-2-(trifluoromethyl)phenyl)-N'-(3,5-dimethoxybenzylidene)pyrazine-2-carbohydrazide C1(CCCC1)OC1=CC(=C(C=C1)C1=CN=CC(=N1)C(=O)N/N=C/C1=CC(=CC(=C1)OC)OC)C(F)(F)F